ClC1=CC=C(C=C1)N1N=CC(=C1)CN1C2=C(C(=C(C1=O)O)C(=O)O)SC=C2 4-{[1-(4-chlorophenyl)-1H-pyrazol-4-yl]methyl}-6-hydroxy-5-oxo-4,5-dihydrothieno[3,2-b]pyridine-7-carboxylic acid